FC1=CC=C2C(=CN=NC2=C1C)NC1=NC(=NC=C1)NC1=CC=C(C=C1)N1CCN(CC1)C N4-(7-fluoro-8-methylcinnolin-4-yl)-N2-(4-(4-methylpiperazin-1-yl)phenyl)pyrimidine-2,4-diamine